ClC1=C(C(=CC=C1)C(F)(F)F)COC=1C=CC(=NC1)N1C(NC(C1)=O)=O 1-(5-{[2-chloro-6-(trifluoromethyl)phenyl]methoxy}pyridin-2-yl)imidazolidine-2,4-dione